(spiro[2.5]octan-6-ylmethylene)propane-2-sulfinamide C1CC12CCC(CC2)C=CC(C)S(=O)N